6'-Chloro-3,4'-difluoro-5-(((2S,3R)-2-methyl-3-((methylsulfonyl)methyl)azetidin-1-yl)methyl)-2,3'-bipyridine ClC1=CC(=C(C=N1)C1=NC=C(C=C1F)CN1[C@H]([C@@H](C1)CS(=O)(=O)C)C)F